glutamic acid N,N-diethylamide sodium salt [Na+].C(C)N(C([C@@H](N)CCC(=O)[O-])=O)CC